4,4-difluorobut-3-en-1-yl 2-methyl-2-(5-methyl-3-(trifluoromethyl)-1H-pyrazol-1-yl)propanoate CC(C(=O)OCCC=C(F)F)(C)N1N=C(C=C1C)C(F)(F)F